di-(tert-butyl)(3,5-diisopropylphenyl)phosphonium tetrafluoroborate F[B-](F)(F)F.C(C)(C)(C)[PH+](C1=CC(=CC(=C1)C(C)C)C(C)C)C(C)(C)C